6-chloro-2,4-dinitroanilinediazonium ClC1=CC(=CC(=C1N[N+]#N)[N+](=O)[O-])[N+](=O)[O-]